ClC1=NC=C(C(=C1F)C1=C(C=NC(=C1)C)C(=O)NC=1SC(=NN1)O[C@H]1[C@H](OCC1)C)OC 2'-chloro-3'-fluoro-5'-methoxy-6-methyl-N-(5-(((2R,3R)-2-methyltetrahydrofuran-3-yl)oxy)-1,3,4-thiadiazol-2-yl)-[4,4'-bipyridine]-3-carboxamide